(3-Fluoro-pyridin-4-yl)-{(S)-3-[4-(4-fluoro-phenyl)-oxazol-2-yl]-piperidin-1-yl}-methanone FC=1C=NC=CC1C(=O)N1C[C@H](CCC1)C=1OC=C(N1)C1=CC=C(C=C1)F